C(C)(=O)N1\C(\C(C2=CC=CC=C12)=O)=C/C1=NC2=CC=C(C=C2C(=C1)C=1C=NN(C1)C)C(=O)N1CCOCC1 (Z)-1-acetyl-2-((4-(1-methyl-1H-pyrazol-4-yl)-6-(morpholine-4-carbonyl)quinolin-2-yl)methylene)-indolin-3-one